tert-butyl 3-[3-(benzyloxycarbonylamino)-1-bicyclo[1.1.1]pentanyl]azetidine-1-carboxylate C(C1=CC=CC=C1)OC(=O)NC12CC(C1)(C2)C2CN(C2)C(=O)OC(C)(C)C